FC(CN1C=NC2=C1C=C(C=C2)C=2C=CN1N=C(N=C(C12)OC)N[C@H]1C(CN(CC1)C(CO)=O)(F)F)F (R)-1-(4-((5-(1-(2,2-difluoroethyl)-1H-benzo[d]imidazol-6-yl)-4-methoxypyrrolo[2,1-f][1,2,4]triazin-2-yl)amino)-3,3-difluoropiperidin-1-yl)-2-hydroxyethan-1-one